N1-hydrazino(imino)methyl-1,6-hexanediamine N(N)NC(CCCCCN)C=N